CC1=NC=CC=C1C#N 2-methyl-3-pyridinecarbonitrile